3-(4-Boc-piperazin-1-yl)propyl-1-(methyl)aminoquinoline-4-carboxamide C(=O)(OC(C)(C)C)N1CCN(CC1)CCCC1N(C2=CC=CC=C2C(=C1)C(=O)N)NC